COC(=O)C1(C(N(C1)CC)C)C1=CC(=CC=C1)C 1-ethyl-2-methyl-3-(3-methylphenyl)azetidine-3-carboxylic acid methyl ester